BrC1=CC=CC2=CC(=CC=C12)C(F)F 1-bromo-6-(difluoromethyl)naphthalene